1,4-oxazin-4-amine O1C=CN(C=C1)N